C(C1=C(C(=C(N)C(=C1)CC)CC)Cl)C1=C(C(=C(N)C(=C1)CC)CC)Cl 4,4'-Methylenebis(3-chloro-2,6-diethylaniline)